5-[[(3R,4R)-4-[4-Chloro-2-(5-fluoro-2-pyridyl)-1H-imidazol-5-yl]-3-methyl-1-piperidyl]sulfonyl]pyrimidine-2-carboxamide ClC=1N=C(NC1[C@H]1[C@H](CN(CC1)S(=O)(=O)C=1C=NC(=NC1)C(=O)N)C)C1=NC=C(C=C1)F